OC1=NC=C(C(=N1)O)P(C)(C)=O (2,4-di-hydroxypyrimidin-5-yl)dimethylphosphine oxide